C(CCCCCCCCC)C(CCCCCCC=1NC(=CC1)CCCCCCC(CC)CCCCCCCCCC)CC 2,5-bis(7-decylnonyl)pyrrole